C(C=CC)C1(C(=CC(CC1C)=O)C)C 4-(2-butenyl)-3,4,5-trimethyl-2-cyclohexen-1-one